1-(7-((R)-1-(4-chlorobenzyl)piperidin-3-yl)-2-methylpyrazolo[1,5-a]pyrimidin-3-yl)-N-(((S)-2,2-dimethyltetrahydro-2H-pyran-4-yl)methyl)methylamine ClC1=CC=C(CN2C[C@@H](CCC2)C2=CC=NC=3N2N=C(C3CNC[C@@H]3CC(OCC3)(C)C)C)C=C1